1-(4-(3,3-difluoroprop-1-en-2-yl)phenyl)ethane-1-one FC(C(=C)C1=CC=C(C=C1)C(C)=O)F